FC1(CN(C1)C1=CC=2C(N=C1)=NN(C2)C=2C=C(C=CC2F)N2CCCC2)F N-{3-[5-(3,3-difluoroazetidin-1-yl)-2H-pyrazolo[3,4-b]pyridin-2-yl]-4-fluorophenyl}pyrrolidine